FC1=CC(=NC(=C1C=1C=NN(C1)C1OCCCC1)OC)C1=CC=C(N=N1)N(C1CC2CCC(C1)N2C(=O)OC(C)(C)C)C tert-butyl (exo)-3-[(6-{4-fluoro-6-methoxy-5-[1-(oxan-2-yl)pyrazol-4-yl]pyridin-2-yl}pyridazin-3-yl)(methyl)amino]-8-azabicyclo[3.2.1]octane-8-carboxylate